dimethyl-2-methylsulfanyl-quinoline-4-carbonitrile CC1=C2C(=C(C(=NC2=CC=C1)SC)C)C#N